OC1=C(C=C2C(CC(OC2=C1)(C)C)=O)OC(F)(F)F 7-hydroxy-2,2-dimethyl-6-(trifluoromethoxy)chroman-4-one